OCCOC1=CC=C(C(=O)C2=CC=C(C=C2)C(\C=C\C2=CC=CC=C2)=O)C=C1 (E)-1-[4-[4-(2-Hydroxyethoxy)benzoyl]phenyl]-3-phenylprop-2-en-1-one